2-[3-(3,5-dichlorophenyl)ureido]-N-(3-hydroxy-propyl)benzamide ClC=1C=C(C=C(C1)Cl)NC(NC1=C(C(=O)NCCCO)C=CC=C1)=O